(N-hydroxy)(methyl)acrylamide Methyl-2-chloro-5-((4-(2-(4-chlorophenyl)imidazo[1,2-a]pyridin-3-yl)-1H-1,2,3-triazol-1-yl)methyl)benzoat COC(C1=C(C=CC(=C1)CN1N=NC(=C1)C1=C(N=C2N1C=CC=C2)C2=CC=C(C=C2)Cl)Cl)=O.ONC(C(=C)C)=O